tert-Butyl (1R,3s,5S)-3-((6-chloro-4-formylpyridazin-3-yl)amino)-8-azabicyclo[3.2.1]octane-8-carboxylate ClC1=CC(=C(N=N1)NC1C[C@H]2CC[C@@H](C1)N2C(=O)OC(C)(C)C)C=O